2-azido-2-(1-(2-methoxyphenyl)cyclopropyl)acetic acid ethyl ester C(C)OC(C(C1(CC1)C1=C(C=CC=C1)OC)N=[N+]=[N-])=O